8-chloro-6-(pyrimidin-4-ylamino)-3,3-di(thiophen-2-yl)-2,3-dihydroimidazo[1,5-a]pyridine-1,5-dione ClC1=C2N(C(C(=C1)NC1=NC=NC=C1)=O)C(NC2=O)(C=2SC=CC2)C=2SC=CC2